C1(=CC=CC2=CC=CC=C12)OC1=CC=CC2=CC=CC=C12 1-naphthyloxide